[Cr].[Ni].[Ti].C1(=CC=CC=C1)C=1N=C(NC1)C1N(CCCC1)C(CSC(F)(F)F)=O 1-(2-(4-phenyl-1H-imidazol-2-yl)piperidin-1-yl)-2-((trifluoromethyl)thio)ethan-1-one titanium-nickel-chromium